O=C1NC(CCC1N1C(C2=CC=C(C=C2C1)C[C@@H]1[C@H](CCCC1)NC1CCC(CC1)C#N)=O)=O 4-(((1S,2R)-2-((2-(2,6-dioxopiperidin-3-yl)-1-oxoisoindolin-5-yl)methyl)cyclohexyl)amino)cyclohexane-1-carbonitrile